1-(4-phenylsulfanyl-phenyl)-octane-1-one-oxime C1(=CC=CC=C1)SC1=CC=C(C=C1)C(CCCCCCC)=NO